4-(4-(3-cyano-4-((2-cyanophenyl)thio)pyrazolo[1,5-a]pyridin-6-yl)-5-methyl-1H-pyrazol-1-yl)-N,N-dimethylpiperidine-1-carboxamide C(#N)C=1C=NN2C1C(=CC(=C2)C=2C=NN(C2C)C2CCN(CC2)C(=O)N(C)C)SC2=C(C=CC=C2)C#N